ClC1=C2C(=NC=C1C=1C=C(C=CC1)C=1C(N(C=CC1)C)=O)NCC21CC(CC1)O 3-(3-(4'-chloro-3-hydroxy-1',2'-dihydrospiro[cyclopentane-1,3'-pyrrolo[2,3-b]pyridin]-5'-yl)phenyl)-1-methylpyridin-2(1H)-one